ClC1=C(C(=O)N2COC3=C(C2)C=CC(=C3C3=CC(=C(C(=O)O)C=C3)N3CCOCC3)F)C(=CC(=C1)C=1C=NN(C1)C)Cl 4-[3-[2,6-dichloro-4-(1-methylpyrazol-4-yl)benzoyl]-7-fluoro-2,4-dihydro-1,3-benzoxazin-8-yl]-2-morpholin-4-yl-benzoic acid